Cl.FC(C1CCNC2(CC2)C1)F 7-(difluoromethyl)-4-azaspiro[2.5]octane hydrochloride